C1N(CCC2=CC=CC=C12)C[C@H](CN1CCOC2=C(C1=O)C=CC(=C2)OC2C(CN(CC2)C(=O)OC(C)(C)C)F)O tert-butyl 4-[[4-[(2R)-3-(3,4-dihydro-1H-isoquinolin-2-yl)-2-hydroxypropyl]-5-oxo-2,3-dihydro-1,4-benzoxazepin-8-yl]oxy]-3-fluoro-piperidine-1-carboxylate